Cl.Cl.C(CCCCCCCCCCC)S(=O)(=O)O dodecyl-sulfonate, dihydrochloride